C(CNCCCN)N 3-azahexane-1,6-diamine